2,6-diamino-3-((pyridine-3-yl)azo)pyridine NC1=NC(=CC=C1N=NC=1C=NC=CC1)N